COC=1C=C(C=C(C1)[N+](=O)[O-])C(C)=NO 1-(3-methoxy-5-nitrophenyl)ethan-1-one oxime